sulfohydroxypropyldimethylammonium ethyl-acrylate C(C)OC(C=C)=O.S(=O)(=O)(O)[N+](C)(C)CCCO